C(C)(=O)C1=CN(C2=CC=C(C=C12)C1=CN=NC=C1)CC(=O)N1[C@@H](C[C@H](C1)F)C(=O)NC=1C=NC=C(C1)Cl (2S,4R)-1-(2-(3-acetyl-5-(pyridazin-4-yl)-1H-indol-1-yl)acetyl)-N-(5-chloropyridin-3-yl)-4-fluoropyrrolidine-2-carboxamide